N-(S)-1,2,3,4-Tetrahydro-naphthalen-1-yl-3-[3-(4-trifluoromethoxy-benzyl)-3H-imidazo[4,5-b]pyridin-2-yl]-propionamide C1(CCCC2=CC=CC=C12)NC(CCC1=NC=2C(=NC=CC2)N1CC1=CC=C(C=C1)OC(F)(F)F)=O